methyl 7-chloro-1,2,3,4-tetrahydronaphthalene-1-carboxylate ClC1=CC=C2CCCC(C2=C1)C(=O)OC